sodium vanadium chromium phosphate P(=O)([O-])([O-])[O-].[Cr+3].[V+5].[Na+].P(=O)([O-])([O-])[O-].P(=O)([O-])([O-])[O-]